4-[[2,5-Difluoro-4-(trifluoromethyl)benzoyl]amino]pyridine FC1=C(C(=O)NC2=CC=NC=C2)C=C(C(=C1)C(F)(F)F)F